C(C)(=O)OC=1C=CC=C2NC=C(CCN(CC)CC)C12 4-acetoxy-N,N-diethyltryptamine